6-[4-[3-(5-methyl-4-oxo-3H-quinazolin-2-yl)propionyl]piperazin-1-yl]pyridine-3-carbonitrile CC1=C2C(NC(=NC2=CC=C1)CCC(=O)N1CCN(CC1)C1=CC=C(C=N1)C#N)=O